2-Amino-N-{1-[4-chloro-7-(1,1-dioxido-thiomorpholin-4-yl)-2H-indazol-6-yl]-ethyl}pyrazolo[1,5-a]pyrimidine-3-carboxamide trifluoroacetate FC(C(=O)O)(F)F.NC1=NN2C(N=CC=C2)=C1C(=O)NC(C)C=1C=C(C2=CNN=C2C1N1CCS(CC1)(=O)=O)Cl